COC1=CC=C(CN(S(=O)(=O)C(=C)CCC=C)CC2=CC=C(C=C2)OC)C=C1 N,N-BIS(4-METHOXYBENZYL)HEXA-1,5-DIENE-2-SULFONAMIDE